tert-butyl (S)-3-((2-(difluoromethyl)-5-fluoro-4-(N-(4-methoxybenzyl)-N-(thiazol-4-yl)sulfamoyl)phenyl)(methyl)amino)pyrrolidine-1-carboxylate FC(C1=C(C=C(C(=C1)S(N(C=1N=CSC1)CC1=CC=C(C=C1)OC)(=O)=O)F)N([C@@H]1CN(CC1)C(=O)OC(C)(C)C)C)F